1,4-bis(methoxydimethylsilyl)benzene CO[Si](C1=CC=C(C=C1)[Si](C)(C)OC)(C)C